(1S,2S)-N-(6-(5-chloro-6-fluoro-7-(1-hydroxypropan-2-yn-1-yl)-1H-indazol-4-yl)imidazo[1,2-a]pyrazin-2-yl)-2-fluorocyclopropane-1-carboxamide ClC=1C(=C2C=NNC2=C(C1F)C(C#C)O)C=1N=CC=2N(C1)C=C(N2)NC(=O)[C@H]2[C@H](C2)F